FC(S(=O)(=O)OC1=C[C@H](N(C1)C(=O)OC(C)(C)C)C(=O)OC)(F)F 1-(tert-butyl) 2-methyl (S)-4-(((trifluoromethyl)sulfonyl)oxy)-2,5-dihydro-1H-pyrrole-1,2-dicarboxylate